ClC1=CC=C2C(=CC(OC2=C1)=O)O 7-Chloro-4-hydroxycoumarin